2-(2,2-diphenylvinyl)-6,7-Dihydrobenzofuran-4(5H)-one C1(=CC=CC=C1)C(=CC=1OC2=C(C1)C(CCC2)=O)C2=CC=CC=C2